C(C)(C)C1=C(NC2=NC=C(N=C21)C2CCNCC2)C=2C(=C(C=1N(C2)N=CN1)C)C 6-(7-isopropyl-2-(piperidin-4-yl)-5H-pyrrolo[2,3-b]pyrazin-6-yl)-7,8-dimethyl-[1,2,4]triazolo[1,5-a]pyridine